C(C1=CC=CC=C1)N(C(CCC1=CC=CC=C1)=O)OC1=C(C=CC=C1)C N-benzyl-3-phenyl-N-(tolyloxy)propanamide